FC1=C(C=CC=C1)CC(C)(C)NC(=O)C=1C(=C2C(=NC1)CCC2)OC N-(1-(2-fluorophenyl)-2-methylpropan-2-yl)-4-methoxy-6,7-dihydro-5H-cyclopenta[b]pyridine-3-carboxamide